N-[(2-hydroxy-1-methylethylidene)amino]Carbamic acid tert-butyl ester C(C)(C)(C)OC(NN=C(CO)C)=O